CC1(C(N2C(N=C(C(=C2S1)C1=CC(=CC=C1)C(F)(F)F)CC1=CC=CC2=CC=CC=C12)=O)C(=O)OCC)C ethyl 2,2-dimethyl-7-(naphthalen-1-ylmethyl)-5-oxo-8-(3-(trifluoromethyl)phenyl)-2,3-dihydro-5H-thiazolo[3,2-c]pyrimidine-3-carboxylate